FC1=CC(=C(C=C1)[C@H]1N(CCCC1)C1=C(C(=O)N[C@H](C)\C=C\S(=O)(=O)C)C=CC=C1)C ((S)-2-(4-fluoro-2-methylphenyl)piperidin-1-yl)-N-((R,E)-4-(methylsulfonyl)but-3-en-2-yl)benzamide